3-(5-bromo-2-(2-((S)-1-methoxyethyl)-5-((S)-pyrrolidin-3-yl)pyridin-3-yl)-1-(2-((tetrahydro-2H-pyran-4-yl)oxy)ethyl)-1H-indol-3-yl)-2,2-dimethylpropan-1-ol BrC=1C=C2C(=C(N(C2=CC1)CCOC1CCOCC1)C=1C(=NC=C(C1)[C@H]1CNCC1)[C@H](C)OC)CC(CO)(C)C